(2-amino-3-bromophenyl)(2-chloro-5-fluorophenyl)methanol NC1=C(C=CC=C1Br)C(O)C1=C(C=CC(=C1)F)Cl